cresyl di2,6-xylenyl phosphate P(=O)(OC1=CC=C(C=C1)C)(OC1=C(C=CC=C1C)C)OC1=C(C=CC=C1C)C